N(=NC(C#N)(CC(C)(OCCCC)C)C)C(C#N)(CC(C)(C)OCCCC)C 2,2'-azobis(4-n-butoxy-2,4-dimethylvaleronitrile)